N1C=C(C2=NC=CC=C12)C=O 4-azaindole-3-carboxaldehyde